C(C)O[Si](CCCN)(OCC)OCC (3-(triethoxysilyl))propylamine